N-Cyclohexyl-4-(3-(2,4-difluoro-3-hydroxy-5-(trifluoromethyl)phenyl)-1-methyl-1H-pyrazolo[3,4-d]pyrimidin-6-yl)piperazine-1-carboxamide C1(CCCCC1)NC(=O)N1CCN(CC1)C1=NC=C2C(=N1)N(N=C2C2=C(C(=C(C(=C2)C(F)(F)F)F)O)F)C